C(=O)(O)CCC(C(=O)O)=C 2-carboxyethyl-acrylic acid